tert-butyl (4-oxo-4-(4-(5-(trifluoromethyl)pyrimidinyl)piperazin-1-yl)butyl)(6-oxo-5-(trifluoromethyl)-1-((2-(trimethylsilyl)ethoxy)methyl)-1,6-dihydropyridazin-3-yl)carbamate O=C(CCCN(C(OC(C)(C)C)=O)C1=NN(C(C(=C1)C(F)(F)F)=O)COCC[Si](C)(C)C)N1CCN(CC1)C1=NC=C(C=N1)C(F)(F)F